NC(CCCC(=O)O)C 5-aminohexanoic acid